tert-butyl 3-[1-methyl-7-[4-(4-methylpiperazin-1-yl)anilino]-2-oxo-4H-pyrimido[4,5-d]pyrimidin-3-yl]pyrrolidine-1-carboxylate CN1C(N(CC=2C1=NC(=NC2)NC2=CC=C(C=C2)N2CCN(CC2)C)C2CN(CC2)C(=O)OC(C)(C)C)=O